monobuten-2-yl ether C=C(CC)OC(=C)CC